tert-Butyl 3-((3-(N,N-bis(4-methoxybenzyl)sulfamoyl)-1H-pyrazol-1-yl)methyl)azetidine-1-carboxylate COC1=CC=C(CN(S(=O)(=O)C2=NN(C=C2)CC2CN(C2)C(=O)OC(C)(C)C)CC2=CC=C(C=C2)OC)C=C1